ClC=1C=C(C=CC1F)NC(=O)[C@@H]1N(S(N[C@@H](C1)C=1SC=CN1)(=O)=O)CCS(=O)(=O)C Cis-N-(3-Chloro-4-fluorophenyl)-2-(2-(methylsulfonyl)ethyl)-5-(thiazol-2-yl)-1,2,6-thiadiazinane-3-carboxamide 1,1-dioxide